ClC1=CC=2C3=C(N=C(NC2N=C1)C1=C(C=CC=C1F)F)C=NN3C3OCCCC3 9-chloro-5-(2,6-difluorophenyl)-1-(tetrahydro-2H-pyran-2-yl)-1,6-dihydropyrazolo[4,3-d]pyrido[3,2-f][1,3]diazepine